COC=1C=C(\C=C/2\C(N(C(C2)=O)CCCCCCC(=O)OCC)=O)C=CC1 ethyl (E)-7-(3-(3-methoxybenzylidene)-2,5-dioxopyrrolidinyl)heptanoate